N[C@@H](CC)C(=O)O |r| racemic-homoalanine